NC1=C(CN[C@@H]2C[C@H](CCC2)S)C=C(C=C1Br)Br trans-3-(2-amino-3,5-dibromo-benzylamino)-cyclohexanethiol